C(C#CC)(=O)N1CCC2(C3=C(C(NC2)=O)C(=C(N3)C3=C(C=NC=C3)F)I)CC1 1-(but-2-ynoyl)-2'-(3-fluoropyridin-4-yl)-3'-iodo-5',6'-dihydro-1'H-spiro[piperidine-4,7'-pyrrolo[3,2-c]pyridin]-4'-one